C(C1=CC=CC=C1)OC(CCCC=O)=O 5-oxo-pentanoic acid benzyl ester